2,2'-m-phenylene-bis(4-methyl-2-oxazoline) C1(=CC(=CC=C1)C=1OCC(N1)C)C=1OCC(N1)C